3,4-dihydroxyphenylalanine methyl ester COC([C@@H](N)CC1=CC(=C(C=C1)O)O)=O